FC1=CC(=C(C=C1)C=1C(C(=CN(C1C)C)C(=O)NC1=CC=C(C=C1)OC1=CC=NC2=CC(=CN=C12)OC)=O)C 5-(4-fluoro-2-methylphenyl)-N-[4-[(7-methoxy-1,5-naphthyridin-4-yl)oxy]phenyl]-1,6-dimethyl-4-oxopyridine-3-carboxamide